(+-)-2,3-difluoro-4-(3-(2-((2R)-2-hydroxy-7-azabicyclo[2.2.1]heptan-7-yl)acetyl)-2,5-dimethyl-1H-pyrrol-1-yl)benzonitrile FC1=C(C#N)C=CC(=C1F)N1C(=C(C=C1C)C(CN1C2[C@@H](CC1CC2)O)=O)C